1-(2-hydroxyethyl)-3-(propan-2-enyl)indol-2-one OCCN1C(C(C2=CC=CC=C12)CC=C)=O